O1CCC(CC1)CN1C2COCC1CN(C2)C(=O)OC(C)(C)C tert-butyl 9-(tetrahydropyran-4-ylmethyl)-3-oxa-7,9-diazabicyclo[3.3.1]nonane-7-carboxylate